N-(2-(n-pentoxy)ethyl)-3-morpholinopropan-1-amine C(CCCC)OCCNCCCN1CCOCC1